5-[(methoxymethyl)oxy]-4-methyl-3,4-dihydro-2H-chromen-7-ylmethanol COCOC1=C2C(CCOC2=CC(=C1)CO)C